C1(=C(C=CC=C1)NC1=CC=2CCCCC2C=C1)C1=CC=CC=C1 N-([1,1'-biphenyl]-2-yl)-5,6,7,8-tetrahydronaphthalen-2-amine